4-(4-azidobenzamido)phenylboronic acid N(=[N+]=[N-])C1=CC=C(C(=O)NC2=CC=C(C=C2)B(O)O)C=C1